ClC=1C=C2CN(CC2=CC1C(F)(F)F)C(CCC1(C(NC(N1)=O)=O)C=1C=NC=CC1)=O 5-(3-(5-Chloro-6-(trifluoromethyl)isoindolin-2-yl)-3-oxopropyl)-5-(pyridin-3-yl)imidazolidine-2,4-dione